(R)-5-amino-N-ethyl-N-(7-(trifluoromethyl)isochroman-4-yl)-6,8-dihydro-1H-furo[3,4-d]pyrrolo[3,2-b]pyridine-2-carboxamide NC1=C2C(=C3C(=N1)C=C(N3)C(=O)N([C@H]3COCC1=CC(=CC=C31)C(F)(F)F)CC)COC2